cyclobutadienoic acid octyl ester C(CCCCCCC)OC(=O)C1=CC=C1